C(C)(C)(C)N(C(O)=O)C1C(N(CC1)CC1=CC=C(C=C1)F)=O.ClC1=C(CN2C(C3=CC=CC=C3C2=O)=O)C(=CC=C1)C1(CC1)O 2-(2-chloro-6-(1-hydroxycyclopropyl)benzyl)isoindoline-1,3-dione tert-Butyl-(1-(4-fluorobenzyl)-2-oxopyrrolidin-3-yl)carbamate